4-(dimethoxymethyl)-1-(3-fluoro-4-(6-methoxy-3,4-dihydronaphthalen-1-yl)phenyl)piperidine COC(C1CCN(CC1)C1=CC(=C(C=C1)C1=CCCC2=CC(=CC=C12)OC)F)OC